5-([1,2,4]triazolo[1,5-a]pyridin-6-yl)-1-(6-methylpyridin-2-yl)-N-(o-tolyl)-1H-pyrazole-3-carboxyamide N=1C=NN2C1C=CC(=C2)C2=CC(=NN2C2=NC(=CC=C2)C)CC(=O)NC2=C(C=CC=C2)C